t-Butylcarbonyloxymethyl 3-Aminosulfonyl-4-phenoxy-5-(1-pyrrolidinyl)dithiobenzoate NS(=O)(=O)C=1C=C(C(=S)SCOC(=O)C(C)(C)C)C=C(C1OC1=CC=CC=C1)N1CCCC1